CN1C=CC2=CC=C(C=C12)C(=O)NC1=CC(=CC=C1)[C@H](C)NC1=CN=C2C(=N1)N(N=C2)C (S)-1-methyl-N-(3-(1-((1-methyl-1H-pyrazolo[3,4-b]pyrazin-6-yl)amino)ethyl)phenyl)-1H-indole-6-carboxamide